dimethyl-isopropoxy(3-isopropenylphenyl)silane tert-butyl-(4-cyanobenzyl)carbamate C(C)(C)(C)N(C(O)=O)CC1=CC=C(C=C1)C#N.C[Si](C1=CC(=CC=C1)C(=C)C)(OC(C)C)C